2-benzyl-2-azaspiro[3.3]heptan-6-yl (2R,5S)-4-(5-methane-sulfonylpyrimidin-2-yl)-2,5-dimethylpiperazine-1-carboxylate CS(=O)(=O)C=1C=NC(=NC1)N1C[C@H](N(C[C@@H]1C)C(=O)OC1CC2(CN(C2)CC2=CC=CC=C2)C1)C